C1=CC=CC=2C=3C(=CC=CC3CC12)B(O)O [9H]fluorene-5-boronic acid